C1(CC1)C1=C(C(=NO1)C)C(C(=O)O)C(=O)O 2-(5-cyclopropyl-3-methylisoxazol-4-yl)malonic acid